11-bromobenzo[h]benzofuro[2,3-b]quinoline BrC1=CC=CC2=C1OC1=NC=3C4=C(C=CC3C=C12)C=CC=C4